C(CCC)C(COC(CCCCCCCC(=O)N(CCCN(C)C)C(CCCCC=CC(=O)OCC(CCCCCCCC)CCCCCC)CCCCCCCCCC)=O)CCCCCC 2-Hexyldecyl 8-(9-((2-butyloctyl)oxy)-N-(3-(dimethylamino)propyl)-9-oxononanamido)-octadecenoate